O(C1=CC=CC=C1)CC(C)OC1=NN=C(S1)N 5-((1-phenoxypropan-2-yl)oxy)-1,3,4-thiadiazol-2-amine